C1(CC1)C1=NN(C=N1)C1CC2(CN(C2)C(=O)N2CC(C2)C=2N=NN(C2)C2(COC2)C(F)(F)F)C1 [6-(3-cyclopropyl-1,2,4-triazol-1-yl)-2-azaspiro[3.3]heptan-2-yl]-[3-[1-[3-(trifluoromethyl)oxetan-3-yl]triazol-4-yl]azetidin-1-yl]methanone